3-[3-(3,9-diazaspiro[5.5]undecan-3-yl)phenyl]piperidine-2,6-dione C1CN(CCC12CCNCC2)C=2C=C(C=CC2)C2C(NC(CC2)=O)=O